ClC1=CC=C(S1)C(=O)N[C@H]1C[C@H](CCC1)N1C(=NC2=C1C=NC(=C2)C(=O)NC)C2=NC=CC=C2F 3-((1S,3R)-3-(5-chlorothiophene-2-carboxamido)cyclohexyl)-2-(3-fluoropyridin-2-yl)-N-methyl-3H-imidazo[4,5-c]pyridine-6-carboxamide